(Z)-11-tetradecenol C(CCCCCCCCC\C=C/CC)O